N-((2-(4-(7-chloro-1-methyl-2,3-dioxo-2,3-dihydropyrido[2,3-b]pyrazine-4(1H)-yl)piperidin-1-yl)pyrimidin-5-yl)methyl)-N-(2-(piperidin-1-yl)ethyl)acetamide ClC1=CC2=C(N(C(C(N2C)=O)=O)C2CCN(CC2)C2=NC=C(C=N2)CN(C(C)=O)CCN2CCCCC2)N=C1